(2-(difluoromethyl)-4-fluorophenyl)ethan-1-ol FC(C1=C(C=CC(=C1)F)C(C)O)F